bis(3-methyl-4-hydroxyphenyl)acetic acid-n-propyl ester C(CC)OC(C(C1=CC(=C(C=C1)O)C)C1=CC(=C(C=C1)O)C)=O